N1N=CC(=C1)CC=1N(C2=C(C=NC=3C=CC(=CC23)C#N)N1)[C@H]1C[C@H](OCC1)C 2-((1H-pyrazol-4-yl)methyl)-1-((2R,4R)-2-methyltetrahydro-2H-pyran-4-yl)-1H-imidazo[4,5-c]quinoline-8-carbonitrile